C1(CC1)C1=C(C(=NO1)C1=C(C=NC=C1Cl)Cl)COC12COC(CC1)(CC2)COC=2C=C1C(=CC(=NC1=CC2)C(=O)O)OC(F)F 6-((4-((5-cyclopropyl-3-(3,5-dichloropyridin-4-yl)isoxazol-4-yl)methoxy)-2-oxabicyclo[2.2.2]oct-1-yl)methoxy)-4-(difluoromethoxy)quinoline-2-carboxylic acid